CC=1OC=2CNCCC2N1 2-methyl-4,5,6,7-tetrahydrooxazolo[5,4-c]pyridine